5-(3-aminophenyl)-1H-tetrazole NC=1C=C(C=CC1)C1=NN=NN1